C(C)N1C2=C(C=CC1=O)N(C=C2C2=NC(=NC(=C2)OC2CCC(CC2)C(F)(F)F)C([2H])([2H])[2H])COCC[Si](C)(C)C rel-4-ethyl-3-[2-(2H3)methyl-6-{[(1r,4r)-4-(trifluoromethyl)cyclohexyl]oxy}-pyrimidin-4-yl]-1-{[2-(trimethylsilyl)ethoxy]methyl}-1H,4H,5H-pyrrolo[3,2-b]pyridin-5-one